N1=C(C=NC2=CC(=CC=C12)C=O)[2H] (quinoxalin-6-yl-2-d)methanone